2-[6-amino-1-[(4-nitrophenyl)methyl]pyrazolo[3,4-d]pyrimidine-4-yl]pyridine-4-carbonitrile NC1=NC(=C2C(=N1)N(N=C2)CC2=CC=C(C=C2)[N+](=O)[O-])C2=NC=CC(=C2)C#N